CN1[C@@H](CCC1)COC=1N=C(C2=C(N1)CNCC2)N2CC1CCC(C2)N1C(=O)OC(C)(C)C tert-butyl 3-(2-(((S)-1-methylpyrrolidin-2-yl) methoxy)-5,6,7,8-tetrahydropyrido[3,4-d]pyrimidin-4-yl)-3,8-diazabicyclo[3.2.1]octane-8-carboxylate